The molecule is an amino trisaccharide consisting of a 2-acetamido-2-deoxy-beta-D-glucopyranose residue and two alpha-D-mannopyranose residues joined in sequence by (1->6) glycosidic bonds. It is an amino trisaccharide and a member of acetamides. It derives from a beta-D-GlcpNAc-(1->6)-alpha-D-Manp and an alpha-D-Manp-(1->6)-alpha-D-Manp. CC(=O)N[C@@H]1[C@H]([C@@H]([C@H](O[C@H]1OC[C@@H]2[C@H]([C@@H]([C@@H]([C@H](O2)OC[C@@H]3[C@H]([C@@H]([C@@H]([C@H](O3)O)O)O)O)O)O)O)CO)O)O